Propyl 3-amino-4-methylthiophene-2-carboxylate NC1=C(SC=C1C)C(=O)OCCC